C1(=CC=CC=C1)N\N=C(\CC)/C1=CC=CC=C1 (Z)-1-phenyl-2-(1-phenylpropylidene)hydrazine